ethyl 1-[2-[(2R)-1-[(2,3-difluorophenyl)methyl]-5-oxopyrrolidin-2-yl]acetyl]piperidine-2-carboxylat FC1=C(C=CC=C1F)CN1[C@H](CCC1=O)CC(=O)N1C(CCCC1)C(=O)OCC